FC1=C(C=CC=C1)C1=CC(=NO1)C(=O)N[C@H](C(N[C@@H](C[C@H]1C(NCC1)=O)C(COC(F)(F)F)=O)=O)CC(C)C 5-(2-fluorophenyl)-N-((S)-4-methyl-1-oxo-1-(((S)-3-oxo-1-((S)-2-oxopyrrolidin-3-yl)-4-(trifluoromethoxy)butan-2-yl)amino)pentan-2-yl)isoxazole-3-carboxamide